(R)-(5-methyl-7,8-dihydro-1,6-naphthyridin-6(5H)-yl)(6-methyl-7H-purin-8-yl)methanone C[C@@H]1C=2C=CC=NC2CCN1C(=O)C1=NC2=NC=NC(=C2N1)C